(pyridin-4-yl)triphenylphosphorus trifluoromethanesulfonate FC(S(=O)(=O)[O-])(F)F.N1=CC=C(C=C1)[P+](C1=CC=CC=C1)(C1=CC=CC=C1)C1=CC=CC=C1